butyl ((2-isobutyl-4-(4-((2-isopropyl-1H-imidazol-1-yl)methyl)phenyl)thiazol-5-yl) sulfonyl)carbamate C(C(C)C)C=1SC(=C(N1)C1=CC=C(C=C1)CN1C(=NC=C1)C(C)C)S(=O)(=O)NC(OCCCC)=O